6-benzyl-3-(3-ethylbenzyl)-2,3,4,6-tetrahydropyrido[3,4-c][1,8]naphthyridin-5(1H)-one C(C1=CC=CC=C1)N1C(C2=C(C=3C=CC=NC13)CCN(C2)CC2=CC(=CC=C2)CC)=O